ClC1=CC=C(C=C1)C1=C(C=CC=C1)NC1CCN(CC1)CC=1C=C2CN(C(C2=CC1)=O)N1C(NC(CC1)=O)=O 1-(5-((4-((4'-chloro-[1,1'-biphenyl]-2-yl)amino)piperidin-1-yl)methyl)-1-oxoisoindolin-2-yl)dihydropyrimidine-2,4(1H,3H)-dione